5-chloro-4-(2-(5-chloro-1-isopropyl-1H-imidazol-4-yl)vinyl)thiazol ClC1=C(N=CS1)C=CC=1N=CN(C1Cl)C(C)C